[3-(dimethylsulfamoyl)phenyl]boronic acid CN(S(=O)(=O)C=1C=C(C=CC1)B(O)O)C